C(C)(C)(C)OC(=O)N1C(C2(CCC1)CCNCC2)C2CC(N(CC2)C2CCNCC2)C(=O)OCC2=CC=CC=C2 (((benzyloxy)carbonyl)-[1,4'-bipiperidin]-4-yl)-2,9-diazaspiro[5.5]undecane-2-carboxylic acid tert-butyl ester